tert-butyl (2-(3-((tert-butyldimethylsilyl)oxy)phenoxy)ethyl)carbamate [Si](C)(C)(C(C)(C)C)OC=1C=C(OCCNC(OC(C)(C)C)=O)C=CC1